CCCCCCCCCCCCCCCCCCCCCC(=O)OCC(CCCCCCCC)CCCCCCCCCC octyldodecyl behenate